C1(CC1)CN1C(=CC2=CC(=CC(=C12)C=1C(=NC=CC1)OC)C(=O)N1CC=2N(N=CC2C1)C)C=1CNCCC1 (1-(Cyclopropylmethyl)-7-(2-methoxypyridin-3-yl)-2-(1,2,5,6-tetrahydropyridin-3-yl)-1H-indol-5-yl)(1-methylpyrrolo[3,4-c]pyrazol-5(1H,4H,6H)-yl)methanone